3-{6-[(4-{2-[(S)-tetrahydrofuran-3-ylamino]-6-(m-cyanophenyl)-4-pyrimidinyl}-1H-1,2,3-triazol-1-yl)methyl]-2-pyridinyl}butanoic acid O1C[C@H](CC1)NC1=NC(=CC(=N1)C=1N=NN(C1)CC1=CC=CC(=N1)C(CC(=O)O)C)C1=CC(=CC=C1)C#N